C(C)OC(=O)C1C(=C(CCC1(C)C)C)C ethyl-2,3,6,6-tetramethyl-2-cyclohexenecarboxylate